C(CCC)N1C(N(C(C(C1=O)=C(N)N)=O)C1CCC2(CC3(C(N(C(N3CCOC)=O)C)=O)C2)CC1)=O 1-Butyl-5-(diaminomethylene)-3-((5R,rs,10R)-1-(2-methoxyethyl)-3-methyl-2,4-dioxo-1,3-diazadispiro[4.1.57.15]tridecan-10-yl)pyrimidine-2,4,6(1H,3H,5H)-trione